C1(=C(C=CC=C1)C[C@H]1C[C@@H](NC1)C(=O)N[C@H](C(=O)NCC=1C=C2C(=NC1)NC=C2Cl)C)C2=CC=CC=C2 (2R,4S)-4-([1,1'-Biphenyl]-2-ylmethyl)-N-((S)-1-(((3-chloro-1H-pyrrolo[2,3-b]pyridin-5-yl)methyl)amino)-1-oxopropan-2-yl)pyrrolidine-2-carboxamide